C(C#C)C(CO)CC#CC 2-prop-2-ynylhex-4-yn-1-ol